3-bromo-6-[5-(bromomethyl)-1-methyl-1H-1,2,3-triazol-4-yl]-2-methylpyridine BrC=1C(=NC(=CC1)C=1N=NN(C1CBr)C)C